tert-butyl (4-(3-methyl-4-(methylcarbamoyl)benzyl)-phenyl)carbamate CC=1C=C(CC2=CC=C(C=C2)NC(OC(C)(C)C)=O)C=CC1C(NC)=O